1-(4-fluorophenyl)-2,4,4-trimethylpentane-1,3-dione FC1=CC=C(C=C1)C(C(C(C(C)(C)C)=O)C)=O